C(CCCCCCCCCCCC(=O)N)CCCCCCCCCCCC(=O)N methylenebislauramide